NCCC1COC2(CN(C2)C(=O)OC(C)(C)C)OC1 tert-butyl 7-(2-aminoethyl)-5,9-dioxa-2-azaspiro[3.5]nonane-2-carboxylate